FC(CO)(F)C=1C(=C(C=CC1)[C@@H](C)NC(=O)C1=NN(C(C=C1)=O)C1=C(C=CC(=C1)C=1N(N=NC1)C)F)F N-[(1R)-1-[3-(1,1-difluoro-2-hydroxy-ethyl)-2-fluoro-phenyl]ethyl]-1-[2-fluoro-5-(3-methyltriazol-4-yl)phenyl]-6-oxo-pyridazine-3-carboxamide